2,2,2-trichloroethyl (3-ethyl-2-methyl-6,7-dihydro-5H-cyclopenta[b]pyridin-4-yl)carbamate C(C)C=1C(=C2C(=NC1C)CCC2)NC(OCC(Cl)(Cl)Cl)=O